NC(C(=O)NC1=CC=C(C=C1)C1=C2C(=NC=C1)NC=C2)=CC2=CC(=CC=C2)Cl 2-Amino-3-(3-chlorophenyl)-N-[4-(1H-pyrrolo[2,3-b]pyridin-4-yl)phenyl]propenamide